C=1N=CN2C1C1=CC=CC=C1[C@H]2[C@H]2[C@H](C1(C2)CCOCC1)O (1R,2S)-2-((R)-5H-Imidazo[5,1-a]isoindol-5-yl)-7-oxaspiro[3.5]nonan-1-ol